1-(1-Aminoisochinolin-4-yl)-N-(2-cyanopyridin-4-yl)-5-(trifluoromethyl)-1H-pyrazol-4-carboxamid NC1=NC=C(C2=CC=CC=C12)N1N=CC(=C1C(F)(F)F)C(=O)NC1=CC(=NC=C1)C#N